nickel cobalt manganate [Mn](=O)(=O)([O-])[O-].[Co+2].[Ni+2].[Mn](=O)(=O)([O-])[O-]